NC=1C(NC2=C3C=CC=NC3=C(C=C2C1C1=C2C=NNC2=C(C=C1)F)C1CCN(CC1)C1COC1)=O 3-amino-4-(7-fluoro-1H-indazol-4-yl)-6-[1-(oxetan-3-yl)piperidin-4-yl]-1H-1,7-phenanthrolin-2-one